bis(1,5-cyclooctadiene) dichloride rhodium (I) [Rh+].[Cl-].[Cl-].C1=CCCC=CCC1.C1=CCCC=CCC1.[Rh+]